methanesulfonic acid 1-(2,3-dihydrobenzo[1,4]dioxin-2-ylmethyl)-3-methylpiperidin-3-ylmethyl ester O1C(COC2=C1C=CC=C2)CN2CC(CCC2)(C)COS(=O)(=O)C